5-chloro-2-(2,3,5,6-tetrafluoro-phenylamino)benzoic acid ClC=1C=CC(=C(C(=O)O)C1)NC1=C(C(=CC(=C1F)F)F)F